(3-(4-bromophenoxy)phenyl)-cyanomethyl 4-(difluoromethyl)-α-(1-methylethyl)benzeneacetate FC(C1=CC=C(C=C1)C(C(=O)OC(C#N)C1=CC(=CC=C1)OC1=CC=C(C=C1)Br)C(C)C)F